3-(5-((4-(4-((5-chloro-4-((2-(isopropylsulfonyl)phenyl)amino)pyrimidin-2-yl)amino)-5-isopropoxy-2-methylphenyl)piperazin-1-yl)methyl)-4-fluoro-1-oxoisoindolin-2-yl)piperidine-2,6-dione ClC=1C(=NC(=NC1)NC1=CC(=C(C=C1OC(C)C)N1CCN(CC1)CC=1C(=C2CN(C(C2=CC1)=O)C1C(NC(CC1)=O)=O)F)C)NC1=C(C=CC=C1)S(=O)(=O)C(C)C